C(C)(C)(C)OC(=O)NC1CCC(CC1)N 4-(tert-butoxycarbonyl-amino)cyclohexylamine